O1CCOC2=C1C=CC(=C2)/C=C/C(=O)C2=C(C=C(C=C2OCOC)OCOC)O (E)-3-(2,3-Dihydro-1,4-benzodioxin-6-yl)-1-[2-hydroxy-4,6-bis(methoxymethoxy)phenyl]prop-2-en-1-one